FC1=C(C(=O)N([C@H]2CNCCC2)C2=NC=CC3=CC=CC(=C23)C)C=CC(=C1)N1N=NC(=C1)C (R)-2-fluoro-4-(4-methyl-1H-1,2,3-triazol-1-yl)-N-(8-methylisoquinolin-1-yl)-N-(piperidin-3-yl)benzamide